bis(2,4,6-trimethylbenzoyl)-2-methylphenylphosphine Oxide CC1=C(C(=O)P(C2=C(C=CC=C2)C)(C(C2=C(C=C(C=C2C)C)C)=O)=O)C(=CC(=C1)C)C